BrC1=CC=C(C=C1)CCC1CCN(CC1)C(=O)OC(C)(C)C tert-butyl 4-[2-(4-bromophenyl)ethyl]piperidine-1-carboxylate